ammonium tetradecanedicarboxylate C(CCCCCCCCCCCCC)(C(=O)[O-])C(=O)[O-].[NH4+].[NH4+]